OC1=C(C=CC=2SC=CC21)C=2C(N(C(=NN2)N[C@H]2CN(CCC2)C2COC2)C)=O (R)-6-(4-hydroxybenzo[b]thiophen-5-yl)-4-methyl-3-((1-(oxetan-3-yl)piperidin-3-yl)amino)-1,2,4-triazin-5(4H)-one